bis(4-trifluoromethylphenyl)amine FC(C1=CC=C(C=C1)NC1=CC=C(C=C1)C(F)(F)F)(F)F